(6-(2-((dimethylamino)methyl)pyrimidin-5-yl)-2-methoxypyridin-3-yl)-4-methyl-1-phenyl-1H-1,2,3-triazole-5-carboxamide CN(C)CC1=NC=C(C=N1)C1=CC=C(C(=N1)OC)NC(=O)C1=C(N=NN1C1=CC=CC=C1)C